BrC=1C=C2C(=NC1)NN=C2C2=CC=C(C=C2)OC 5-bromo-3-(4-methoxyphenyl)-1H-pyrazolo[3,4-b]pyridine